[Si](C)(C)(C(C)(C)C)OCCCCC1=C(C(=NC=C1)C(C)C)N1C(N=C(C2=C1N=C(C(=C2)F)Cl)N2[C@H](CN(CC2)C(=O)OC(C)(C)C)C)=O tert-butyl (S)-4-(1-(4-(4-((tert-butyldimethylsilyl)oxy)butyl)-2-isopropylpyridin-3-yl)-7-chloro-6-fluoro-2-oxo-1,2-dihydropyrido[2,3-d]pyrimidin-4-yl)-3-methylpiperazine-1-carboxylate